3-((13-(triethylsilyl)tridec-12-yn-1-yl)oxy)propyl hydrogen ((((R)-1-(6-amino-9H-purin-9-yl)propan-2-yl)oxy)methyl)phosphonate NC1=C2N=CN(C2=NC=N1)C[C@@H](C)OCP(OCCCOCCCCCCCCCCCC#C[Si](CC)(CC)CC)(O)=O